tert-Butyl (4-methyl[1,4'-bipiperidin]-4-yl)carbamate CC1(CCN(CC1)C1CCNCC1)NC(OC(C)(C)C)=O